ClC=1C(=C(NC2=NC=NC3=CC(=C(C=C23)[N+](=O)[O-])C#C[C@@]23CN(C[C@H]3C2)C(=O)OC(C)(C)C)C=CC1)F tert-butyl (1R,5S)-1-[2-[4-(3-chloro-2-fluoro-anilino)-6-nitro-quinazolin-7-yl]ethynyl]-3-azabicyclo-[3.1.0]hexane-3-carboxylate